OC1CC(OC1)C=1C=NC(=NC1)NC1=CC=C(C=C1)S(=O)(=O)NC([O-])=O [4-[[5-(4-hydroxytetrahydrofuran-2-yl)pyrimidin-2-yl]amino]phenyl]sulfonylcarbamate